C(CCCCCCC)C(C(=O)OCCN(C(C=CC(NCCOCCN(C)C)=O)=O)CCOC(C(CCCCCCCC)CCCCCCCC)=O)CCCCCCCC 2-methyl-13-{2-[(2-octyl-1-oxodecyl) oxy] ethyl}-9,12-dioxo-5-oxa-2,8,13-triazapentadec-10-en-15-yl 2-octyldecanoate